methyl 3-bromo-6-fluoro-1-methyl-1H-indole-5-carboxylate BrC1=CN(C2=CC(=C(C=C12)C(=O)OC)F)C